SCC(CO)(CC)O 3-mercapto-2-ethyl-1,2-propylene glycol